(1R,5S)-3-azido-8-azabicyclo[3.2.1]octane-8-carboxylic acid tert-butyl ester C(C)(C)(C)OC(=O)N1[C@H]2CC(C[C@@H]1CC2)N=[N+]=[N-]